OC1(CCN(CC1)C(CC(C)C1=CC=CC=C1)=O)CN1C=NC=2C(C1=O)=NN(C2C2=CC=C(CNCCCNC(CCCCCCCCCC(=O)N)=O)C=C2)C N11-(3-((4-(6-((4-hydroxy-1-(3-phenylbutanoyl)piperidin-4-yl)methyl)-2-methyl-7-oxo-6,7-dihydro-2H-pyrazolo[4,3-d]pyrimidin-3-yl)benzyl)amino)propyl)undecanediamide